OC1(COC1)C1=CC=C(C=C1)C[C@@H]1CC[C@H](CC1)C(=O)N1OCC[C@H]1C=1C=C(C=NC1)C#N trans-5-[(3S)-2-[4-[[4-(3-hydroxyoxetan-3-yl)phenyl]methyl]cyclohexanecarbonyl]isoxazolidin-3-yl]pyridine-3-carbonitrile